butene-1,4-dicarboxylate C(=CCCC(=O)[O-])C(=O)[O-]